CC(CC1=NC=C(N=C1C)C)C 2-(2-methylpropyl)-3,5-dimethylpyrazine